1-((5-Chloro-1-methyl-3-(5-methylisoxazol-3-yl)-1H-pyrazol-4-yl)methyl)-N-methyl-N-((tetrahydro-2H-pyran-4-yl)methyl)azepan-3-amine ClC1=C(C(=NN1C)C1=NOC(=C1)C)CN1CC(CCCC1)N(CC1CCOCC1)C